[(2S)-1-cyano-2-[[(2S)-2-[(4-methoxy-1H-indole-2-carbonyl) amino]-4-methyl-pentanoyl] amino]-3-[(3S)-2-oxopyrrolidin-3-yl] propyl] N-phenylcarbamate C1(=CC=CC=C1)NC(OC([C@H](C[C@H]1C(NCC1)=O)NC([C@H](CC(C)C)NC(=O)C=1NC2=CC=CC(=C2C1)OC)=O)C#N)=O